C(C1=CC=CC=C1)N1N=C(C=2C1=NC(=NC2)C(=O)OC)Br methyl 1-benzyl-3-bromo-1H-pyrazolo[3,4-d]pyrimidine-6-carboxylate